(+)-2-Fluoro-3-hydroxy-2-(3-methylbenzyl)-2,3-dihydro-1H-inden-1-one FC1(C(C2=CC=CC=C2C1O)=O)CC1=CC(=CC=C1)C